4-[2-[4-(6-fluorobenzo[d]isoxazol-3-yl)-1-piperidyl]ethyl]-3-methyl-2,6-diazabicyclo[4.4.0]deca-1,3-dien-5-one FC1=CC2=C(C(=NO2)C2CCN(CC2)CCC2=C(N=C3CCCCN3C2=O)C)C=C1